2-(2-(5-(5-Acrylamidopyrazin-2-yl)pyridin-3-yl)propanamido)thiazol C(C=C)(=O)NC=1N=CC(=NC1)C=1C=C(C=NC1)C(C(=O)NC=1SC=CN1)C